C1(=CC=C(C=C1)C=1C=CC(=NC1C1=CC=C(C=C1)C)NS(=O)(=O)C1=CC=CC=C1)C N-[5,6-bis(p-tolyl)-2-pyridyl]benzenesulfonamide